C(#N)CN1N=CC2=CC=C(C=C12)COC1=CC=CC(=N1)C1CCNCC1 4-(6-((1-(cyanomethyl)-1H-indazol-6-yl)methoxy)pyridin-2-yl)piperidin